[N+](=O)([O-])C1=C(C=C(C=C1)B(O)O)C(F)(F)F 4-NITRO-3-(TRIFLUOROMETHYL)PHENYLBORONIC ACID